5-FLUORO-2-IODO-4-(TRIFLUOROMETHYL)ANILINE FC=1C(=CC(=C(N)C1)I)C(F)(F)F